N'-decylthiourea C(CCCCCCCCC)NC(N)=S